1,1,1,3,3,3-hexafluoro-2-propyl phosphite P(OC(C(F)(F)F)C(F)(F)F)([O-])[O-]